(2,2-difluorocyclopropyl)-3-(4-fluorophenyl)-4-[6-(1-methylimidazol-4-yl)furo[2,3-d]pyrimidin-4-yl]pyrazole FC1(C(C1)C1=C(C(=NN1)C1=CC=C(C=C1)F)C=1C2=C(N=CN1)OC(=C2)C=2N=CN(C2)C)F